acryloyloxyButyloxycarbonylphthalic acid C(C=C)(=O)OCCCCOC(=O)C1=C(C(C(=O)O)=CC=C1)C(=O)O